(R)-3-((1-(2-(bicyclo[1.1.1]pentan-1-yl(methyl)amino)-3,6-dimethyl-4-oxo-3,4-dihydroquinazolin-8-yl)ethyl)amino)-6-chloro-N-(methylsulfonyl)picolinamide C12(CC(C1)C2)N(C2=NC1=C(C=C(C=C1C(N2C)=O)C)[C@@H](C)NC=2C(=NC(=CC2)Cl)C(=O)NS(=O)(=O)C)C